5-(4-phenyl-phenoxy)-3,4-dibromo-2(5H)-furanone C1(=CC=CC=C1)C1=CC=C(OC2C(=C(C(O2)=O)Br)Br)C=C1